FC(C(=O)N1CC[C@@H](C2=CC=CC=C12)N1C(N(C2=NC(=NC=C2C1)NC=1C=NN(C1)CCO)C1COCC1)=O)=C 3-((S)-1-(2-fluoroacryloyl)-1,2,3,4-tetrahydroquinolin-4-yl)-7-((1-(2-hydroxyethyl)-1H-pyrazol-4-yl)amino)-1-(tetrahydrofuran-3-yl)-3,4-dihydropyrimido[4,5-d]pyrimidin-2(1H)-one